6-fluoro-2,2'-bipyridine FC1=CC=CC(=N1)C1=NC=CC=C1